C1(CC1)NC(C([C@H](CC1C(NC2(C1)CCOCC2)=O)NC([C@H](CC(C)C)NC(OC2(CCC2)CC2=CC(=CC=C2)Cl)=O)=O)O)=O 1-(3-Chlorobenzyl)cyclobutyl ((2S)-1-(((2S)-4-(cyclopropylamino)-3-hydroxy-4-oxo-1-(2-oxo-8-oxa-1-azaspiro[4.5]decan-3-yl)butan-2-yl)amino)-4-methyl-1-oxopentan-2-yl)carbamate